O[C@@H](CN(C(C1=CC=C(C=C1)C1=CN(C2=NC=C(N=C21)C2=CC(=C1CCN(CC1=C2)CCN2CCOCC2)C)S(=O)(=O)CC2=CC=CC=C2)=O)C)C (R)-N-(2-hydroxypropyl)-N-methyl-4-(2-(5-methyl-2-(2-morpholinoethyl)-1,2,3,4-tetrahydroisoquinolin-7-yl)-5-toluenesulfonyl-5H-pyrrolo[2,3-b]pyrazin-7-yl)benzamide